calcium phosphonosuccinate salt P(=O)(O)(O)C(C(=O)[O-])CC(=O)[O-].[Ca+2]